COC1=CC=C(C=C1)N1N=NC=C1 1-(4-methoxyphenyl)-1H-1,2,3-triazole